(2S,6S*)-N-[(1S)-1-cyano-2-[4-(3-methyl-2-oxo-2,3-dihydro-1,3-benzoxazol-5-yl)phenyl]ethyl]-6-hydroxy-6-methyl-1,4-oxazocane-2-carboxamide C(#N)[C@H](CC1=CC=C(C=C1)C=1C=CC2=C(N(C(O2)=O)C)C1)NC(=O)[C@H]1OCC[C@](CNC1)(C)O |o1:28|